2'-amino-[1,1'-biphenyl]-2-yl(chloro)palladium NC1=C(C=CC=C1)C1=C(C=CC=C1)[Pd]Cl